ClC1=CC=C(C=C1)[C@@H](NC(=O)[C@@H]1CNC(O1)=O)C1=CC(=CC=C1)C(C)C (S)-N-((R)-(4-chlorophenyl)(3-isopropylphenyl)methyl)-2-oxooxazolidine-5-carboxamide